methyl 2-(3-(5-(4-fluoro-3-((3-(1-methyl-4-(5-(pyridin-4-yl)-4H-1,2,4-triazol-3-yl)piperidin-4-ylamino)benzamido)methyl)phenoxy)pentyloxy)propoxy)acetate FC1=C(C=C(OCCCCCOCCCOCC(=O)OC)C=C1)CNC(C1=CC(=CC=C1)NC1(CCN(CC1)C)C1=NN=C(N1)C1=CC=NC=C1)=O